ClC1=CC=C[C@H](N1C(C)C1=C(C(=CC=C1)C(C)(F)F)F)C (R)-6-chloro-N-(1-(3-(1,1-difluoroethyl)-2-fluorophenyl)ethyl)-2-methylpyridine